C(C)(=O)OC(COC1=CC=C(C=C1)C(C)(C)C1=CC(=C(C(=C1)Cl)OCC(CCl)OC(C)=O)Cl)COC 1-(4-(2-(4-(2-acetoxy-3-chloropropoxy)-3,5-dichlorophenyl)propan-2-yl)phenoxy)-3-methoxypropan-2-yl acetate